1-(4-fluorophenyl)-1H-pyrrole-2,5-dione FC1=CC=C(C=C1)N1C(C=CC1=O)=O